(6-chloroimidazo[1,2-b]pyridazin-2-yl)(4-(2-(trifluoromethyl)phenyl)piperidin-1-yl)methanone ClC=1C=CC=2N(N1)C=C(N2)C(=O)N2CCC(CC2)C2=C(C=CC=C2)C(F)(F)F